3-{4-[2-(2-ethoxyethoxy)ethoxy]phenyl}-2-hydroxy-propionic acid ethyl ester C(C)OC(C(CC1=CC=C(C=C1)OCCOCCOCC)O)=O